ClC=1N=C(C2=C(N1)C(=C(N=C2)Cl)F)N([C@H]2CN(CC2)C(=O)OC(C)(C)C)CC(F)F tert-butyl (3R)-3-[(2,7-dichloro-8-fluoro-pyrido[4,3-d]pyrimidin-4-yl)-(2,2-difluoroethyl)amino]pyrrolidine-1-carboxylate